NC1=NC(=C2N=CN(C2=N1)CC(=O)NC1=CC(=NN1CC)C)NC1=CN(C=C1)C 2-(2-amino-6-((1-methyl-1H-pyrrol-3-yl)amino)-9H-purin-9-yl)-N-(1-ethyl-3-methyl-1H-pyrazol-5-yl)acetamide